3-(2-(4-(5,6-dihydro-11H-benzo[5,6]cyclohepta[1,2-b]pyridin-11-ylidene)piperidin-1-yl)ethyl)-9-hydroxy-2-methyl-6,7,8,9-tetrahydro-4H-pyrido-[1,2-a]pyrimidin-4-one N1=C2C(=CC=C1)CCC1=C(C2=C2CCN(CC2)CCC2=C(N=C3N(C2=O)CCCC3O)C)C=CC=C1